C(C1=CC=CC=C1)[C@@H](CC(=C)C)NC(=O)C=1C=NC2=C(C=CC=C2C1)F N-[(1R)-1-benzyl-3-methyl-but-3-enyl]-8-fluoro-quinoline-3-carboxamide